4-methyl-N-(phenyl-(5-phenyl-1,3,4-oxadiazole-2-yl)methyl)benzenesulfonamide CC1=CC=C(C=C1)S(=O)(=O)NC(C=1OC(=NN1)C1=CC=CC=C1)C1=CC=CC=C1